(2R,3S,4S,5R)-3-(3,4-difluoro-2-methoxyphenyl)-4,5-dimethyl-N-(3-oxo-2,3-dihydro-1H-isoindol-5-yl)-5-(trifluoromethyl)oxapentane-2-carboxamide FC=1C(=C(C=CC1F)[C@@H]([C@@H](O)C(=O)NC=1C=C2C(NCC2=CC1)=O)[C@@H]([C@H](C(F)(F)F)C)C)OC